O1C(=CC=C1C1=CC=C(C(N)=N)C=C1)C1=CC=C(C(N)=N)C=C1 4,4'-furan-2,5-diyl-dibenzoimidamide